N1(N=CC=C1)CCC=1N(C=2C(=C3CCC(NC3=CC2)C)N1)CCNCC1=CN=CO1 2-(2-(1H-pyrazol-1-yl)ethyl)-7-methyl-3-(2-((oxazol-5-ylmethyl)amino)ethyl)-3,7,8,9-tetrahydro-6H-imidazo[4,5-f]quinoline